2-chloro-N-[(1R)-1-[3-nitro-5-(trifluoromethyl)phenyl]ethyl]-7-(oxolan-3-ylmethyl)-5H,6H,7H,8H,9H-pyrimido[4,5-d]azepin-4-amine ClC=1N=C(C2=C(CCN(CC2)CC2COCC2)N1)N[C@H](C)C1=CC(=CC(=C1)C(F)(F)F)[N+](=O)[O-]